N[C@]1(CN(C[C@@H]1CCCB(O)O)CC1NCCC1)C(=O)O (3R,4S)-3-amino-4-(3-boronopropyl)-1-(pyrrolidin-2-ylmethyl)pyrrolidine-3-carboxylic acid